C1(=CC=C(C=C1)CC(C(=O)NCCC(=O)O)NCP(=O)(O)O)C1=CC=CC=C1 3-[3-(biphenyl-4-yl)-2-(phosphonomethylamino)-propionamido]propionic acid